C12CCCCC2CCC1 Bicyclo[4.3.0]Nonan